Cl.FC=1C=CC(=NC1)CC(=O)N1CCN(CC1)C1=CC=C(C=N1)C=1C=2N(C=C(C1)C=1C=NN(C1)C1CCNCC1)N=CC2C#N 4-[6-[4-[2-(5-fluoro-2-pyridyl)acetyl]piperazin-1-yl]-3-pyridyl]-6-[1-(4-piperidyl)pyrazol-4-yl]pyrazolo[1,5-a]pyridine-3-carbonitrile hydrochloride salt